S(=O)(=O)([O-])[O-].[Mg+2] magnesium(II) sulphate